C1(CCCC1)CNC1CCC(CC1)NC(=O)C1=NNC(=C1C(C)C)C=1C=C(C=2N(C1)N=CN2)C N-((1s,4s)-4-((cyclopentylmethyl)amino)cyclohexyl)-4-isopropyl-5-(8-methyl-[1,2,4]triazolo[1,5-a]pyridin-6-yl)-1H-pyrazole-3-carboxamide